(2S,4R)-2-((2'-chloro-2-fluoro-5'-sulfamoyl-[1,1'-biphenyl]-3-yl)carbamoyl)-4-fluoropyrrolidine-1-carboxylic acid tert-butyl ester C(C)(C)(C)OC(=O)N1[C@@H](C[C@H](C1)F)C(NC=1C(=C(C=CC1)C1=C(C=CC(=C1)S(N)(=O)=O)Cl)F)=O